NC1=NC=CC2=CC(=CC=C12)CNC([C@H](C(C)O)NC(CN1[C@@H](CCC[C@@H]1C)C)=O)=O (2S)-N-[(1-aminoisoquinolin-6-yl)methyl]-2-{2-[(2R,6S)-2,6-dimethylpiperidin-1-yl]acetamido}-3-hydroxybutyramide